FC1=C(OC2CC(C2)NCC2=C3C=CN=CC3=CC=C2F)C=CC(=C1)F (1r,3r)-3-(2,4-difluorophenoxy)-N-((6-fluoroisoquinolin-5-yl)methyl)cyclobutan-1-amine